C1(CCCC1)N1C[C@@H]([C@H](CC1)NC(=O)C1=CC(=CC=2N(C=NC21)CC(F)(F)F)C#CCNC=2C(OC)=CC=C(C2)C(NC)=O)C N-[(3S,4S)-1-cyclopentyl-3-methyl-4-piperidyl]-6-{3-[4-(N-methylcarbamoyl)-2-anisidino]-1-propynyl}-1-(2,2,2-trifluoroethyl)-1H-1,3-benzimidazole-4-carboxamide